4-({[1-(furan-2-carbonyl)-4-methoxy-3-[2-methyl-1-(morpholine-4-carbonyl)pyrrolidin-3-yl]-1H-pyrazol-5-yl]oxy}methyl)benzene-1-carboximidamide O1C(=CC=C1)C(=O)N1N=C(C(=C1OCC1=CC=C(C=C1)C(N)=N)OC)C1C(N(CC1)C(=O)N1CCOCC1)C